FC1=CC=C2C(=CC=NC2=C1)C1CN(C1)CC=1C=C2CN(C(C2=CC1)=O)C1C(NC(CC1)=O)=O 3-(5-((3-(7-fluoroquinolin-4-yl)azetidin-1-yl)methyl)-1-oxoisoindolin-2-yl)piperidine-2,6-dione